1-(phenyl)-3-(2-chloro-6-methoxypyridin-4-yl)urea C1(=CC=CC=C1)NC(=O)NC1=CC(=NC(=C1)OC)Cl